C(C)S(=O)(=O)C1=NN2C(N=CC=C2NCC(F)(F)F)=C1C1=NC=C(N=C1)OCC(C(F)(F)F)(F)F 2-(ethylsulfonyl)-3-(5-(2,2,3,3,3-pentafluoropropoxy)pyrazin-2-yl)-N-(2,2,2-trifluoroethyl)pyrazolo[1,5-a]pyrimidin-7-amine